2,4-Dichloro-1-naphthol ClC1=C(C2=CC=CC=C2C(=C1)Cl)O